C1(CC1)S(=O)(=O)C=1C=CC=2N(C1)C=C(N2)C=O 6-(cyclopropylsulfonyl)imidazo[1,2-a]pyridine-2-carbaldehyde